OC1=CC=2N(C=C1)C(=CN2)C(=O)OCC 1-ethyl 7-hydroxyimidazo[1,2-a]pyridine-3-carboxylate